C[C@@H]1O[C@@H](CN(C1)C1=CC=C(C=N1)C1(N=C(C2=C(N1)SC=C2C)NC2(CC2)C)N)C 2-(6-((2S,6R)-2,6-dimethylmorpholino)pyridin-3-yl)-5-methyl-N4-(1-methylcyclopropyl)thieno[2,3-d]pyrimidine-2,4-diamine